COC1=C(C=C(C=C1)OC)C1=NC2=C(N1C1CC(C1)C(NC)=O)C=C(C=C2)C(=O)NCCCN(C)C 2-(2,5-dimethoxyphenyl)-N-(3-(dimethylamino)propyl)-1-(3-(methylcarbamoyl)cyclobutyl)-1H-benzo[d]imidazole-6-carboxamide